FC=1C=CC(=C(C1)C1CCN(CC1)[C@@H]1COC2(CN(C2)C=2OC=NN2)C1)OCC=1OC(=NN1)C (S)-7-(4-(5-fluoro-2-((5-methyl-1,3,4-oxadiazol-2-yl)methoxy)phenyl)piperidin-1-yl)-2-(1,3,4-oxadiazol-2-yl)-5-oxa-2-azaspiro[3.4]octane